C(#N)C=1C(=NC(=C(C1CC)C#N)SCCN(C)C)SC(C(=O)N)C1=CC=CC=C1 2-((3,5-dicyano-6-((2-(dimethylamino)ethyl)thio)-4-ethylpyridin-2-yl)thio)-2-phenylacetamide